Cl.C1(=CC=CC2=CC=CC=C12)CC=1NCCN1 4,5-dihydro-2-(1-naphthylmethyl)-1H-imidazole Hydrochloride